5-(Oxetan-3-yl)-N-((1R,3R,5S)-8-(((1s,4S)-4-((4,4,4-trifluorobutyl)amino)cyclohexyl)sulfonyl)-8-azabicyclo[3.2.1]octan-3-yl)isoxazole-3-carboxamide O1CC(C1)C1=CC(=NO1)C(=O)NC1C[C@H]2CC[C@@H](C1)N2S(=O)(=O)C2CCC(CC2)NCCCC(F)(F)F